2,3,4,5-tetra(9H-carbazol-9-yl)6-(6-methylpyridin-2-yl)benzonitrile C1=CC=CC=2C3=CC=CC=C3N(C12)C1=C(C#N)C(=C(C(=C1N1C2=CC=CC=C2C=2C=CC=CC12)N1C2=CC=CC=C2C=2C=CC=CC12)N1C2=CC=CC=C2C=2C=CC=CC12)C1=NC(=CC=C1)C